ClC1=C(SC2=NC(=CC=C21)C2=CC=1C(N=C2)=NN(C1)C)C(O)C1CC(C1)(F)F (3-chloro-6-(2-methyl-2H-pyrazolo[3,4-b]pyridin-5-yl)thieno[2,3-b]pyridin-2-yl)(3,3-difluorocyclobutyl)methanol